FC(C(=O)NCC1=CC=C(C=C1)CO)(F)F 2,2,2-trifluoro-N-[[4-(hydroxymethyl)phenyl]methyl]acetamide